methyl 4-hydrazinyl-1-(2,2,2-trifluoroethyl)piperidine-4-carboxylate trishydrochloride Cl.Cl.Cl.N(N)C1(CCN(CC1)CC(F)(F)F)C(=O)OC